CC12C(CC(CC1)C2(C)C)C2CCC(CC2)O 4-(1,7,7-trimethylbicyclo[2.2.1]hept-2-yl)cyclohexanol